CC(C)([S@](=O)NCC1=NC=CC(=C1F)C1=CC(=CC=2C=C(OC21)COC)COC2=C(C=CC(=C2)C)CC(=O)OCC)C (+)-(S)-ethyl 2-(2-((7-(2-((1,1-dimethylethylsulfinamido)methyl)-3-fluoropyridin-4-yl)-2-(methoxymethyl)benzofuran-5-yl)methoxy)-4-methylphenyl)acetate